C(C)(=O)O[C@H]([C@@H](CNC(CC1=CC=C(C=C1)Cl)=O)OC(C)=O)[C@@H]1O[C@](C[C@@H]([C@H]1NC(COC(C)=O)=O)OC(C)=O)(SC1=CC=C(C=C1)C)C(=O)OC (1R,2R)-1-((2R,3R,4S,6R)-4-acetoxy-3-(2-acetoxyacetamido)-6-(methoxycarbonyl)-6-(p-tolylthio)tetrahydro-2H-pyran-2-yl)-3-(2-(4-chlorophenyl)acetamido)propane-1,2-diyl diacetate